cis-3-(2-chlorophenoxy)cyclobutyl 6-oxo-7-oxa-2,5-diazaspiro[3.4]octane-2-carboxylate O=C1NC2(CN(C2)C(=O)O[C@@H]2C[C@@H](C2)OC2=C(C=CC=C2)Cl)CO1